C(#N)C=1C(=C(C=CC1)C=1C=C2C(=NN(C2=CC1)C(C)C)COC1=C(C=CC=C1)CC(=O)OCC)OCC=1C=NC=CC1 ethyl 2-(2-((5-(3-cyano-2-(pyridin-3-ylmethoxy)phenyl)-1-isopropyl-1H-indazol-3-yl)methoxy)phenyl)acetate